3-(5-(1-isopropyl-2-phenyl-1H-imidazol-4-yl)-1-oxoisoindolin-2-yl)piperidine-2,6-dione C(C)(C)N1C(=NC(=C1)C=1C=C2CN(C(C2=CC1)=O)C1C(NC(CC1)=O)=O)C1=CC=CC=C1